NC=1N=C(C2=C(N1)C=CC=N2)N[C@]2([C@H](C2)CCCC)CO ((1R,2S)-1-((2-Aminopyrido[3,2-d]pyrimidin-4-yl)amino)-2-butylcyclopropyl)methanol